(5-([ETHYL(2-METHYLPROPYL)AMINO]METHYL)-2-METHOXYPHENYL)BORANEDIOL C(C)N(CC(C)C)CC=1C=CC(=C(C1)B(O)O)OC